OC1=C(C=CC(=C1)C(F)(F)F)C1=C(N=C(N=N1)N[C@H]1CN(CCC1)C(=O)OC(C)(C)C)C tert-butyl (3R)-3-[[6-[2-hydroxy-4-(trifluoromethyl)phenyl]-5-methyl-1,2,4-triazin-3-yl]amino]piperidine-1-carboxylate